FC(C1=CC=C(C=C1)C(C)[Te]C)(F)F 1-trifluoromethyl-4-(1-methyltelluroethyl)benzene